Cl.N[C@H](C(=O)NC1=CC(=C(C=C1)SCC1=CC=CC=C1)C)CC1=CC=CC=C1 (S)-2-amino-N-(4-(benzylsulfanyl)-3-methylphenyl)-3-phenylpropionamide hydrochloride